N-(1-ethylpiperidin-4-yl)-2-(1-phenyl-1H-pyrazol-4-yl)-1,3-thiazole-4-carboxamide C(C)N1CCC(CC1)NC(=O)C=1N=C(SC1)C=1C=NN(C1)C1=CC=CC=C1